C(C(NC(=O)N)NC(=O)N)(=O)[O-].[Ag+] silver allantoate